BrC=1C=C2C(=C(C=NC2=CC1)N)NC1=CC(=C(C=C1)OC)F 6-bromo-N4-(3-fluoro-4-methoxyphenyl)quinoline-3,4-diamine